FC1=C2C(NC(=NC2=CC(=C1)OCC(C)(C)C)CSC1CCOCC1)=O 5-Fluoro-7-(neopentyloxy)-2-(((tetrahydro-2H-pyran-4-yl)thio)methyl)quinazolin-4(3H)-one